C(C)OCCN(CCC(C(=O)O)NC(=O)C=1C(=NC=CC1)C(F)(F)F)CCCCC1=NC=2NCCCC2C=C1 4-[2-ethoxyethyl-[4-(5,6,7,8-tetrahydro-1,8-naphthyridin-2-yl)butyl]amino]-2-[[2-(trifluoromethyl)pyridine-3-carbonyl]amino]butanoic acid